5-(3,4-dihydro-1H-isoquinolin-2-yl)-2-(pyridin-2-yl)-4,5,6,7-tetrahydro-2H-indazol-3-ol C1N(CCC2=CC=CC=C12)C1CC2=C(N(N=C2CC1)C1=NC=CC=C1)O